1-(3-(4-(hydroxymethyl)thiazol-2-yl)-4H-1,2,4-triazol-4-yl)-2-methylpropan-2-ol OCC=1N=C(SC1)C1=NN=CN1CC(C)(O)C